(2-(N-acrylacrylamido-3-chloropyridin-4-yl)oxy-3-fluorophenyl)-1-phenyl-5-(trifluoromethyl)-1H-Imidazole-4-carboxamide C(=O)(C=C)C=CC(=O)NN1CC(=C(C=C1)OC1=C(C=CC=C1F)C=1N(C(=C(N1)C(=O)N)C(F)(F)F)C1=CC=CC=C1)Cl